FC=1C=C(C=C2CC(CC12)CNCCC1CN(C(O1)=O)C1=NC2=C(OCC(N2)=O)N=C1)OCC(=O)NC 2-[[7-fluoro-2-[[2-[2-oxo-3-(3-oxo-4H-pyrazino[2,3-b][1,4]oxazin-6-yl)-1,3-oxazolidin-5-yl]ethylamino]methyl]-2,3-dihydro-1H-inden-5-yl]oxy]-N-methylacetamide